C(C)(=O)OCCCCCC\C=C\C=CCCCC (7E)-7,9-tetradecadienyl acetate